CN(C=1C=NN2C1C(N(CC2)C(=O)OCC2=CC=CC=C2)C)C benzyl 3-(dimethylamino)-4-methyl-6,7-dihydropyrazolo[1,5-a]pyrazine-5(4H)-carboxylate